di-pentyl-bis-(2-ethoxy)silane C(CCCC)[Si](OCC)(OCC)CCCCC